FC1(CN[C@H]2[C@@H]1C(N(CC2)CC(C(=O)O)(C)C)=O)F 3-((3aR,7aR)-3,3-difluoro-4-oxohexahydro-1H-pyrrolo[3,2-c]pyridin-5(6H)-yl)-2,2-dimethylpropionic acid